O=C(C(=O)NCC(=O)OCCCC)[C@H]1N(CCC1)C(CNC(=O)C1=CC=NC2=CC=CC=C12)=O Butyl (S)-(2-oxo-2-(1-((quinoline-4-carbonyl)glycyl)pyrrolidin-2-yl)acetyl)glycinate